6-(benzyloxy)-1-((tert-butyldimethylsilyl)oxy)hexan-3-yl (3-(diethylamino)propyl) carbonate C(OC(CCO[Si](C)(C)C(C)(C)C)CCCOCC1=CC=CC=C1)(OCCCN(CC)CC)=O